CC1=CC(=NC(=C1)C(F)(F)F)N1CC(CC1)C(=O)N 1-(4-methyl-6-(trifluoromethyl)-2-pyridinyl)-3-pyrrolidinecarboxamide